N-(5-cyano-6-(2H-1,2,3-triazol-2-yl)pyridin-3-yl)-1-(furo[2,3-d]pyrimidin-4-yl)-5-(trifluoromethyl)-1H-pyrazole-4-carboxamide C(#N)C=1C=C(C=NC1N1N=CC=N1)NC(=O)C=1C=NN(C1C(F)(F)F)C=1C2=C(N=CN1)OC=C2